(cyanomethyl)bicyclo[1.1.1]pentan C(#N)CC12CC(C1)C2